(9H-fluoren-9-yl)methyl ((S)-1-(((S)-1-((4-((((4-nitrophenoxy)carbonyl)oxy) methyl)phenyl)amino)-1-oxopropan-2-yl)amino)-1-oxopropan-2-yl)carbamate [N+](=O)([O-])C1=CC=C(OC(=O)OCC2=CC=C(C=C2)NC([C@H](C)NC([C@H](C)NC(OCC2C3=CC=CC=C3C=3C=CC=CC23)=O)=O)=O)C=C1